(4-([1,1'-biphenyl]-2-yl)-2-methylquinolin-6-yl)(piperazin-1-yl)methanone C1(=C(C=CC=C1)C1=CC(=NC2=CC=C(C=C12)C(=O)N1CCNCC1)C)C1=CC=CC=C1